5-chloro-2-(difluoromethyl)-N-((1r,4r)-4-((3-(2,3-dimethyl-pyridin-4-yl)-2-oxo-2,3-dihydro-1H-benzo[d]imidazol-1-yl)methyl)cyclohexyl)nicotinamide ClC=1C=NC(=C(C(=O)NC2CCC(CC2)CN2C(N(C3=C2C=CC=C3)C3=C(C(=NC=C3)C)C)=O)C1)C(F)F